FC(CN1CCCC12CCC(CC2)N)(C)F 1-(2,2-difluoropropyl)-1-azaspiro[4.5]decan-8-amine